SC(CC(=O)OCCN1C(N(C(N(C1=O)CCOC(CC(C)S)=O)=O)CCOC(CC(C)S)=O)=O)C 1,3,5-tris(2-(3-sulfanylbutanoyloxy)ethyl)-1,3,5-Triazinan-2,4,6-trione